6-(5-(5-(N-(tert-butyl)sulfamoyl)pyridin-3-yl)-2-methoxybenzamido)-2,2-difluoro-N-(4-fluoro-3-(trifluoromethyl)phenyl)benzo[d][1,3]dioxole-5-carboxamide C(C)(C)(C)NS(=O)(=O)C=1C=C(C=NC1)C=1C=CC(=C(C(=O)NC=2C(=CC3=C(OC(O3)(F)F)C2)C(=O)NC2=CC(=C(C=C2)F)C(F)(F)F)C1)OC